C(C)(C)(C)C1=CC=2NC3=CC(=CC=C3C2C=C1)C(C)(C)C 2,7-di-tert-butyl-9H-carbazole